C1=NC=C(C2=C1CCC2)C(=O)N 6,7-dihydro-5H-cyclopenta[c]pyridine-4-carboxamide